2-((2R,6S)-2,6-dimethylpiperazin-1-yl)-N-(5-(2,6-dioxopiperidin-3-yl)pyridin-2-yl)acetamide C[C@H]1N([C@H](CNC1)C)CC(=O)NC1=NC=C(C=C1)C1C(NC(CC1)=O)=O